N-((3S,5S)-1-benzyl-5-(methylcarbamoyl)pyrrolidin-3-yl)-6-(4-fluorophenyl)-N-methyl-1H-indole-2-carboxamide C(C1=CC=CC=C1)N1C[C@H](C[C@H]1C(NC)=O)N(C(=O)C=1NC2=CC(=CC=C2C1)C1=CC=C(C=C1)F)C